Cl.FC1=C(C(=C2NC=C(C[C@@H](N)C(=O)O)C2=C1)F)F (R,S)-5,6,7-Trifluorotryptophan hydrochlorid